2-[amino [1-(2-carbamoylethyl) piperidin-4-yl] methyl]-4,5-dichlorophenyl formate C(=O)OC1=C(C=C(C(=C1)Cl)Cl)C(C1CCN(CC1)CCC(N)=O)N